C1(=C(C=CC=C1)C=1C(=NN=NC1)C1=C2C(=C(C(=C1C1=CC=CC=C1)C(C)(C)C)C(C)(C)C)N=C1C=CC3=C4C=CC=CC4=NC3=C12)C=1C(=CC=CC1)C1=CC=CC=C1 (terphenylyl)[di(tert-butyl)phenylindolocarbazolyl]triazine